S(=O)(=O)([O-])[O-].C(CCC)[N+](CC)(CC)CC.C(CCC)[N+](CC)(CC)CC bis(butyltriethyl-ammonium) sulfate